tolylacetic acid phosphate P(=O)(O)(O)O.C1(=C(C=CC=C1)CC(=O)O)C